1,2,3,3b,4,5,5a,6,7,10,10a,10b,11,12-tetradecahydrocyclopenta[5,6]naphtho[1,2-f]indazole-2,4,5-triol C1C(CC=2C3C(C(C4C(CC=5C=NNC5C4)C3CCC21)O)O)O